tert-butyl (2-((3S)-3-(1H-imidazol-2-yl)-5-oxo-1,2,3,5,8,8a-hexahydroindolizin-7-yl)-4-chloro-3-fluorophenyl)carbamate N1C(=NC=C1)[C@@H]1CCC2CC(=CC(N12)=O)C1=C(C=CC(=C1F)Cl)NC(OC(C)(C)C)=O